N1(CCNCCC1)C=1N(C(C(=C(N1)C1=CC(=C(C#N)C=C1)F)C1=CC2=CN(N=C2C=C1)C)=O)C 4-[2-[1,4]diazepan-1-yl-1-methyl-5-(2-methyl-2H-indazol-5-yl)-6-oxo-1,6-dihydro-pyrimidin-4-yl]-2-fluoro-benzonitrile